C1(=CC=CC=C1)C(=NNC([C@H](C)NC(OC(C)(C)C)=O)=O)C1=CC=CC=C1 tert-butyl (S)-(1-(2-(diphenylmethylene)hydrazinyl)-1-oxopropan-2-yl)carbamate